BrC1=C2C=NN(C2=C(C(=C1Cl)F)[N+](=O)[O-])C1OCCCC1 4-bromo-5-chloro-6-fluoro-7-nitro-1-(tetrahydro-2H-pyran-2-yl)-1H-indazole